COC=1C(=C(C(=C(C1)N(C(C)=O)C)[N+](=O)[O-])NC)C1=CC=CN2C(=CC=C12)C(C1=CC(=C(C(=C1)F)F)F)=O N-(5-methoxy-3-(methylamino)-2-nitro-4-(3-(3,4,5-trifluorobenzoyl)indolizin-8-yl)phenyl)-N-methylacetamide